tert-butyl 6-[[5-[3-(trifluoromethyl) azetidin-1-yl] pyrazin-2-yl] methylene]-2-azaspiro[3.3]heptane-2-carboxylate FC(C1CN(C1)C=1N=CC(=NC1)C=C1CC2(CN(C2)C(=O)OC(C)(C)C)C1)(F)F